tert-butyl (±)-2-cyano-6,7,8,9-tetrahydro-5H-5,8-epiminobenzo[7]annulene-10-carboxylate C(#N)C=1C=CC2=C(CC3CCC2N3C(=O)OC(C)(C)C)C1